FC=1C(=NC=C(C1F)[Sn](CCCC)(CCCC)CCCC)N 3,4-Difluoro-5-(tributylstannyl)pyridin-2-amine